hexa(acetamido)cyclotriphosphazene C(C)(=O)NP1(=NP(=NP(=N1)(NC(C)=O)NC(C)=O)(NC(C)=O)NC(C)=O)NC(C)=O